1-Bromo-2-fluoro-4-(1-methylcyclopropyl)benzene BrC1=C(C=C(C=C1)C1(CC1)C)F